(6S)-3-(1,1-dioxo-1,2-thiazolidin-2-yl)-N-(2-fluorophenyl)-6-methyl-6,7-dihydro-4H-pyrazolo[1,5-a]pyrazine-5-carboxamide O=S1(N(CCC1)C=1C=NN2C1CN([C@H](C2)C)C(=O)NC2=C(C=CC=C2)F)=O